5-(2-fluoropropane-2-yl)-3-(2,4,6-trichlorophenyl)-1,2-oxazol-4-carboxylate FC(C)(C)C1=C(C(=NO1)C1=C(C=C(C=C1Cl)Cl)Cl)C(=O)[O-]